(2-chloro-5-fluoro-4-methylphenyl)-1H-indazole-4-carboxylic acid ClC1=C(C=C(C(=C1)C)F)N1N=CC=2C(=CC=CC12)C(=O)O